CC=1SC2=C(N1)C=C(C(=C2)NC=2N=CC1=C(N2)N(C(CC1C)=O)C1CCOCC1)C 2-((2,5-dimethylbenzo[d]thiazol-6-yl)amino)-5-methyl-8-(tetrahydro-2H-pyran-4-yl)-5,8-Dihydropyrido[2,3-d]pyrimidin-7(6H)-one